(±)-2-(4-(3-methyl-4-(3-methyl-4-((((R)-1-(o-tolyl)ethoxy)carbonyl)amino)isoxazol-5-yl)phenyl)-2-oxabicyclo[2.2.2]octan-1-yl)acetic acid CC=1C=C(C=CC1C1=C(C(=NO1)C)NC(=O)O[C@H](C)C1=C(C=CC=C1)C)C12COC(CC1)(CC2)CC(=O)O |r|